1-(1-(4-trifluoromethylpyridin-2-yl)-1H-1,2,3-triazol-4-yl)ethylthiazole-5-carboxamide FC(C1=CC(=NC=C1)N1N=NC(=C1)C(C)C=1SC(=CN1)C(=O)N)(F)F